NC1=C(OC=2C=C(C=CC2)C2=CC=CC=C2)C=CC=C1 3-(aminophenoxy)biphenyl